OCC1=C2CCN(C2=CC=C1)S(=O)(=O)C1=C2C=CNC(C2=CC=C1)=O 5-[4-(hydroxymethyl)indolin-1-yl]sulfonyl-2H-isoquinolin-1-one